(2S)-2-amino-2-(3-methoxyphenyl)-N-[3-(1H-pyrazol-4-yl)-1H-indol-7-yl]acetamide N[C@H](C(=O)NC=1C=CC=C2C(=CNC12)C=1C=NNC1)C1=CC(=CC=C1)OC